tert-Butyl-2-[3-cyano-4-[4-[4-(3-cyano-4-methoxy-pyrazolo[1,5-a]pyridin-6-yl)-5-methyl-pyrazol-1-yl]-1-piperidyl]-1,1-dimethyl-4-oxo-but-2-enyl]-2,7-diazaspiro[3.5]nonane C(C)(C)(C)C1N(CC12CCNCC2)C(C=C(C(=O)N2CCC(CC2)N2N=CC(=C2C)C=2C=C(C=1N(C2)N=CC1C#N)OC)C#N)(C)C